CC1=CC=C(C=C1)S(=O)(=O)OCC(COS(=O)(=O)C1=CC=C(C=C1)C)OC1=CC=CC=C1 2-phenoxypropane-1,3-diyl bis(4-methyl benzenesulfonate)